BrCC=1C=CC(=C(C1)C(C)(C)O)F 2-(5-(bromomethyl)-2-fluorophenyl)propan-2-ol